2,2-dimethyl-1,3-bis(pentoxy)propane CC(COCCCCC)(COCCCCC)C